N1=CC(=CC=C1)C=1C(=C(C=CC1)S)Cl (pyridin-3-yl)-2-chloro-thiophenol